N1(N=CC=C1)C[C@@H]1COC=2C(=C(C=C3C(=NC(N1C23)=O)N2[C@H](CN([C@@H](C2)C)C(C=C)=O)C)Cl)C2=C(C=C(C=C2)F)F (3R)-3-((1H-pyrazol-1-yl)methyl)-7-((2S,5R)-4-acryloyl-2,5-dimethylpiperazin-1-yl)-9-chloro-10-(2,4-difluorophenyl)-2H-[1,4]oxazino[2,3,4-ij]quinazolin-5(3H)-one